ClC=1C=NN(C1C(=O)NC1=NC=C(C=C1C)C#CC=1SC=CC1)C1C[C@@H]2[C@@H](CN(C2)C(=O)C2CC2)C1 4-chloro-1-[(3aR,5s,6aS)-2-(cyclopropanecarbonyl)octahydrocyclopenta[c]pyrrol-5-yl]-N-{3-methyl-5-[(thiophen-2-yl)ethynyl]pyridin-2-yl}-1H-pyrazole-5-carboxamide